BrC=1C=C(C(=C(C(=O)O)C1)F)C 5-bromo-2-fluoro-3-methylbenzoic acid